trans-N-[4-[5-[2-(tert-butylsulfamoyl)-4-(4-pyridylmethylcarbamoylamino)phenyl]thiazol-2-yl]cyclohexyl]carbamic acid isopropyl ester C(C)(C)OC(N[C@@H]1CC[C@H](CC1)C=1SC(=CN1)C1=C(C=C(C=C1)NC(NCC1=CC=NC=C1)=O)S(NC(C)(C)C)(=O)=O)=O